bis-(hydroxymethyl)butanoic acid OCC(C(=O)O)(CC)CO